6-Bromo-N-(7-(4,4-difluoropiperidin-1-yl)furo[2,3-c]pyridin-5-yl)-2-(6-azaspiro[2.5]octan-6-yl)nicotinamide BrC1=NC(=C(C(=O)NC=2C=C3C(=C(N2)N2CCC(CC2)(F)F)OC=C3)C=C1)N1CCC3(CC3)CC1